N-(4-(((8-cyclopropyl-2-morpholinylpyrazolo[1,5-a][1,3,5]triazin-4-yl)amino)methyl)phenyl)propanamide C1(CC1)C=1C=NN2C1N=C(N=C2NCC2=CC=C(C=C2)NC(CC)=O)N2CCOCC2